C(CCCCCCC\C=C/CCCCCC)(=O)OC palmitoleic acid, methyl ester